C1(=CC=CC=C1)/C=C/C1CCN(CC1)C(=O)OC=1C=NC=C(C(=O)O)C1 5-(((4-((E)-2-phenylvinyl)piperidin-1-yl)carbonyl)oxy)nicotinic acid